CC1CN(C2=CC=C(C=C12)S(=O)(=O)[O-])CCCS(=O)(=O)[O-] 3-methyl-1-(3-sulphonatopropyl)indoline-5-sulphonate